C(C#N)NCC(=O)[O-] The molecule is an alpha-amino-acid anion that is the conjugate base of N-(cyanomethyl)glycine, obtained by deprotonation of the carboxy group. It is a conjugate base of a N-(cyanomethyl)glycine.